1-imino-1-oxo-1,4-thiazinane-4-carboxamide N=S1(CCN(CC1)C(=O)N)=O